OC1(N=C(N=C1NC1=CC=CC=C1)C1=CC=CC=C1)C1=CC=C(C#N)C=C1 4-(4-hydroxy-2-phenyl-5-(phenylamino)-4H-imidazol-4-yl)benzonitrile